di-behenyl fumarate C(\C=C\C(=O)OCCCCCCCCCCCCCCCCCCCCCC)(=O)OCCCCCCCCCCCCCCCCCCCCCC